CC=1NC=C(C1)CC(C)(C)C 2-methyl-4-neo-pentylpyrrole